CS1N(C2=C(N1)C(=CC(=C2)C=2SC=CC2)C=2SC=CC2)C 2,3-dimethyl-5,7-dithien-2-yl-2,1,3-benzothiadiazole